BrC=1C=C(C(=NC1)C(=O)N)SCC 5-bromo-3-(ethylsulfanyl)pyridine-2-carboxamide